C1(CC1)C=1C(=C2C=CN(C2=C(C1)C)S(=O)(=O)C1=CC=C(C)C=C1)CN1[C@@]2(C[C@H](C[C@H]1CC2)OCC)C2=CC=C(C(=O)OC)C=C2 Methyl 4-((1S,3S,5R)-8-((5-cyclopropyl-7-methyl-1-tosyl-1H-indol-4-yl)methyl)-3-ethoxy-8-azabicyclo[3.2.1]octan-1-yl)benzoate